ClC1=[N+](C=C(C=C1C)C)[O-] 2-chloro-3,5-dimethylpyridin-1-ium-1-olate